ClC1=C(C=CC=C1F)C=1C(N(C(N(C1)CC(N1CCC(CC1)N1C(NC2=C(CC1)C=CC=C2)=O)=O)=O)CC)=O 5-(2-chloro-3-fluoro-phenyl)-3-ethyl-1-{2-oxo-2-[4-(2-oxo-1,2,4,5-tetrahydro-benzo[d][1,3]diazepin-3-yl)-piperidin-1-yl]-ethyl}-1H-pyrimidin-2,4-dion